N[C@@H](CCC(=O)O)C(=O)NCCCC[C@@H](C(=O)NCCO[C@@H]1[C@@H](O)[C@@H](O)[C@H](O)[C@H](O1)CO)N(CC(NCCO[C@@H]1[C@@H](O)[C@@H](O)[C@H](O)[C@H](O1)CO)=O)CC(=O)NCCO[C@@H]1[C@@H](O)[C@@H](O)[C@H](O)[C@H](O1)CO (S)-4-amino-5-{[(5S)-5-{bis[2-({2-[(α-D-mannopyranosyl)oxy]ethyl}amino)-2-oxoethyl]amino}-6-({2-[(α-D-mannopyranosyl)oxy]ethyl}amino)-6-oxohexyl]amino}-5-oxopentanoic acid